C(C)(C)(C)OC(=O)NCC1=CC(=C(C=C1)NC(=O)C1=CC2=C(OCCC3=C2SC=C3)C=C1C=1C(=NC(=CC1)C(NCCC)=O)C(=O)OC)OCCC1=CC=CC=C1 methyl 3-(9-((4-(((tert-butoxycarbonyl)amino)methyl)-2-phenethoxyphenyl)carbamoyl)-4,5-dihydrobenzo[b]thieno[2,3-d]oxepin-8-yl)-6-(propylcarbamoyl)picolinate